tert-butyl 3-(4-amino-3-fluorophenyl)-2-(2-isobutoxy-6-methylphenyl)-2,4,6,7-tetrahydro-5H-pyrazolo[4,3-c]pyridine-5-carboxylate NC1=C(C=C(C=C1)C=1N(N=C2C1CN(CC2)C(=O)OC(C)(C)C)C2=C(C=CC=C2C)OCC(C)C)F